FC1(CC(C1)C(=O)NC1CCN(CC1)C1=C(C=CC=C1)\C=C\C(=O)NO)F (E)-3,3-difluoro-N-(1-(2-(3-(hydroxyamino)-3-oxoprop-1-en-1-yl)phenyl)piperidin-4-yl)cyclobutane-1-carboxamide